BrC=1C=C(C=CC1)NC1=NC(=C(C=2N=C(N=CC21)OC[C@]21CCCN1C[C@@H](C2)F)F)Cl N-(3-bromophenyl)-7-chloro-8-fluoro-2-(((2R,7aS)-2-fluorotetrahydro-1H-pyrrolizin-7a(5H)-yl)methoxy)pyrido[4,3-d]pyrimidin-5-amine